N-{[2-(cyclopropylmethoxy)-3,5-difluorophenyl]methyl}-2-methoxy-5-[2-(2-methylpropanamido)imidazo[1,2-b]pyridazin-6-yl]pyridine-3-carboxamide C1(CC1)COC1=C(C=C(C=C1F)F)CNC(=O)C=1C(=NC=C(C1)C=1C=CC=2N(N1)C=C(N2)NC(C(C)C)=O)OC